ClC1=CC(=NC=N1)NCC=1N=C2N(C=C(C=C2N2C(CCC2)=O)C2CC2)C1 1-(2-(((6-chloropyrimidin-4-yl)amino)methyl)-6-cyclopropylimidazo[1,2-a]pyridin-8-yl)pyrrolidin-2-one